CC(=CC1C(C1(C)C)C(=O)OCC2=CC=C(C=C2)COC)C 4-(methoxymethyl)benzyl (1RS)-cis,trans-2,2-dimethyl-3-(2-methylprop-1-enyl)cyclopropanecarboxylate